{3-(methacryloyloxy)propyl}phenyldiethoxysilane C(C(=C)C)(=O)OCCC[Si](OCC)(OCC)C1=CC=CC=C1